S(=O)(=O)(OCCCCCCCCCCCC)[O-].[Na+].[Na+].C(CCCCCCCCCCC)OS(=O)(=O)[O-] Di-sodium dodecyl sulfate